Cl.N[C@H]1CN(C[C@H](C1(F)F)C)C1=C(C#N)C=C(C(=N1)NC1=CC2=C(N(C(N2CCC(C)(C)O)=O)C)C=C1)F 2-((3S,5R)-3-amino-4,4-difluoro-5-methylpiperidin-1-yl)-5-fluoro-6-((3-(3-hydroxy-3-methylbutyl)-1-methyl-2-oxo-2,3-dihydro-1H-benzo[d]imidazol-5-yl)amino)nicotinonitrile hydrochloride